benzyl (7-((1-(4-((2,6-bis(benzyloxy)pyridin-3-yl)amino)-2,6-difluorophenyl)piperidin-4-yl)methyl)-7-azaspiro[3.5]nonan-2-yl)carbamate C(C1=CC=CC=C1)OC1=NC(=CC=C1NC1=CC(=C(C(=C1)F)N1CCC(CC1)CN1CCC2(CC(C2)NC(OCC2=CC=CC=C2)=O)CC1)F)OCC1=CC=CC=C1